1,3-bis(2,6-diisopropylphenyl)-1H-imidazol-3-ium ethyl-carbonate C(C)OC([O-])=O.C(C)(C)C1=C(C(=CC=C1)C(C)C)N1C=[N+](C=C1)C1=C(C=CC=C1C(C)C)C(C)C